NC=1C=2N(C3=CC(=C(C=C3N1)C)C(=O)N(C)C1COC(C3=NC(=CC=C31)C#CC3CC3)C)C=NC2 4-amino-N-(2-(cyclopropylethynyl)-8-methyl-5,8-dihydro-6H-pyrano[3,4-b]pyridin-5-yl)-N,7-dimethylimidazo[1,5-a]quinoxaline-8-carboxamide